tert-Butyl 7-(iodomethyl)-2-azaspiro[3.5]nonane-2-carboxylate ICC1CCC2(CN(C2)C(=O)OC(C)(C)C)CC1